2,3-dihydro-1H-pyrrolo-[1,2-a]Benzimidazole C1CCC2=NC3=C(N21)C=CC=C3